FC=1C=C(C=C(C1)C)C(=O)C1=CC=NC=C1 (3-fluoro-5-methyl-phenyl)-(4-pyridyl)methanone